methyl 3-(2-formyl-6,7-dihydrodibenzo[b,d]oxepin-3-yl)-6-(propylcarbamoyl)picolinate C(=O)C1=CC2=C(OCCC3=C2C=CC=C3)C=C1C=1C(=NC(=CC1)C(NCCC)=O)C(=O)OC